ClC=1C=CC=C2C=CC=C(C12)N1CC=2N=C(N=C(C2CC1)N1C[C@@H](N(CC1)C(=O)OC(C)(C)C)CC#N)OC[C@H]1N(CCC1)C(C(F)(F)F)=O tert-butyl (2S)-4-(7-(8-chloronaphthalen-1-yl)-2-(((2S)-1-(2,2,2-trifluoroacetyl)pyrrolidin-2-yl)methoxy)-5H,6H,8H-pyrido[3,4-d]pyrimidin-4-yl)-2-(cyanomethyl)piperazine-1-carboxylate